5α-pregnane-3α,21-diol C(C[C@H]1CC[C@H]2[C@@H]3CC[C@H]4C[C@@H](CC[C@]4(C)[C@H]3CC[C@]12C)O)O